(1-(4-ethyl-2-methyl-5-(5-(tetrahydrofuran-3-yl)-4H-1,2,4-triazol-3-yl)benzoyl)piperidin-4-yl)benzonitrile C(C)C1=CC(=C(C(=O)N2CCC(CC2)C2=C(C#N)C=CC=C2)C=C1C1=NN=C(N1)C1COCC1)C